C(#N)C1=C(SC2=C1C(=NC=C2F)C=2C1=C(C=3C=NC(=NC3C2F)OCC(CN2CCOCC2)(C)C)COC1)NC(OC(C)(C)C)=O tert-Butyl (3-cyano-4-(3-(2,2-dimethyl-3-morpholinopropoxy)-5-fluoro-7,9-dihydrofuro[3,4-f]quinazolin-6-yl)-7-fluorothieno[3,2-c]pyridin-2-yl)carbamate